C(C)OC(CCC(=O)C1=NC2=C(C=CC=C2C(=C1O)C#N)C1=C(C=CC(=C1)F)F)=O 4-[4-Cyano-8-(2,5-difluoro-phenyl)-3-hydroxy-quinolin-2-yl]-4-oxo-butyric acid ethyl ester